N-hydroxy-1-(((S)-oxetan-2-yl)methyl)-1H-benzo[d]imidazole-6-carboxamide ONC(=O)C=1C=CC2=C(N(C=N2)C[C@H]2OCC2)C1